6-Bromo-2-phenylpyrazolo[1,5-a]pyridine BrC=1C=CC=2N(C1)N=C(C2)C2=CC=CC=C2